(R or S)-5-(2-(3-(1-ethoxy-cyclopropyl)-3-(2-(5-fluorothiophen-2-yl)ethyl)pyrrolidin-1-yl)propan-2-yl)-2-methylpyridine C(C)OC1(CC1)[C@]1(CN(CC1)C(C)(C)C=1C=CC(=NC1)C)CCC=1SC(=CC1)F |o1:6|